butyryl-octanoic acid C(CCC)(=O)C(C(=O)O)CCCCCC